C[C@H]1CN([C@@]12CNCC2)C(CC#N)=O (3S,4r)-3-methyl-β-oxo-1,6-diazaspiro[3.4]octane-1-propionitrile